2-methyl-1H-benzo[de]isoquinoline-1,3(2H)-dione CN1C(C2=CC=CC=3C2=C(C1=O)C=CC3)=O